(S)-N-(1-(2-chloro-3-(piperidine-1-carbonyl)phenyl)-1,4,5,7-tetrahydropyrano[3,4-c]pyrazol-4-yl)-5,6,7,8-tetrahydroimidazo[1,5-a]pyridine-1-carboxamide ClC1=C(C=CC=C1C(=O)N1CCCCC1)N1N=CC2=C1COC[C@H]2NC(=O)C=2N=CN1C2CCCC1